(3-methyl-1,2,4-oxadiazol-5-yl)bicyclo[2.2.2]octane-1-carboxylic acid methyl ester COC(=O)C12C(CC(CC1)CC2)C2=NC(=NO2)C